bis(cyclopentadienyl)bis[2,6-difluoro-3-(N-cyclohexyl-(4-chlorobenzoyl)amino)phenyl]titanium C1(C=CC=C1)[Ti](C1=C(C(=CC=C1F)N(C1CCCCC1)C(C1=CC=C(C=C1)Cl)=O)F)(C1=C(C(=CC=C1F)N(C1CCCCC1)C(C1=CC=C(C=C1)Cl)=O)F)C1C=CC=C1